2-((4-methoxyphenyl)ethynyl)-4,4-dimethyloxetane COC1=CC=C(C=C1)C#CC1OC(C1)(C)C